BrC=1SC2=C(N1)C=C(C=C2)[C@@H]2N(C[C@H](CC2)C)C(=O)OC(C)(C)C tert-butyl (2R,5S)-2-(2-bromo-1,3-benzothiazol-5-yl)-5-methyl-piperidine-1-carboxylate